[Cl-].OC=1C(=CC=2CC[N+]3=C(C2C1)C=C1C=CC(=C(C1=C3)O)O)O 2,3,9,10-Tetrahydroxy-5,6-dihydroisoquinolino[3,2-a]isoquinolin-7-ium chloride